2-oxo-3-(1-(tetrahydro-2H-pyran-2-yl)-1H-pyrazolo[3,4-b]pyridin-5-yl)-2,3-dihydro-1H-benzo[d]imidazole-1-carboxylic acid tert-butyl ester C(C)(C)(C)OC(=O)N1C(N(C2=C1C=CC=C2)C=2C=C1C(=NC2)N(N=C1)C1OCCCC1)=O